(E)-3-(5-(3-(5-(6-amino-1-(3-(3-methoxy-3-oxopropyl)phenyl)-hexyl)-1H-imidazol-2-yl)-4-fluorophenoxy)-6-fluoro-1H-indol-4-yl)acrylic acid NCCCCCC(C1=CC(=CC=C1)CCC(=O)OC)C1=CN=C(N1)C=1C=C(OC=2C(=C3C=CNC3=CC2F)/C=C/C(=O)O)C=CC1F